CN1N=C(C(=C1)C1=CN2C(S1)=C(C=N2)C(=O)NC=2C(=NC=C(C2)NC(CN2CC(CC2)C)=O)C)C 2-(1,3-dimethyl-1H-pyrazol-4-yl)-N-(2-methyl-5-(2-(3-methylpyrrolidin-1-yl)acetamido)pyridin-3-yl)pyrazolo[5,1-b]thiazole-7-carboxamide